C1(=CC=CC=C1)P(OC(C1=C(C=C(C=C1C)C)C)=O)(O)=O.C=C ethylene (2,4,6-trimethylbenzoyl) phenylphosphonate